ClC1=C(C(=CC=C1Cl)OCOCC[Si](C)(C)C)C1CC(N(C1)C1=CN=C(S1)C)=O 4-(2,3-Dichloro-6-((2-(trimethylsilyl)ethoxy)methoxy)phenyl)-1-(2-methylthiazol-5-yl)pyrrolidin-2-one